ClC=1C=C(C=C(C1O)N1[C@H](CN(CC1)C(C1=C(C=C(C=C1)F)Cl)=O)C)S(=O)(=O)Cl 3-Chloro-5-[(2S)-4-(2-chloro-4-fluoro-benzoyl)-2-methyl-piperazin-1-yl]-4-hydroxy-benzenesulfonyl chloride